7-chloro-6-fluoro-4-hydroxy-1-(3-isopropyl-1,5-dimethyl-1H-pyrazol-4-yl)-1,8-naphthyridin ClC1=C(C=C2C(=CCN(C2=N1)C=1C(=NN(C1C)C)C(C)C)O)F